N-(2-((Dimethylamino)methyl)-6-(trifluoromethyl)pyridin-4-yl)-1-((3-methyl-1H-pyrazolo[3,4-b]pyridin-5-yl)methyl)indolin-6-carboxamid CN(C)CC1=NC(=CC(=C1)NC(=O)C1=CC=C2CCN(C2=C1)CC=1C=C2C(=NC1)NN=C2C)C(F)(F)F